(2R,3S,4R,5R)-5-cyano-5-(4-((R)-2,3-dimethylbutanamido)pyrrolo[2,1-f][1,2,4]triazin-7-yl)-4-hydroxy-2-((2-phenylacetoxy)methyl)tetrahydrofuran-3-yl (tert-butoxycarbonyl)-L-valinate C(C)(C)(C)OC(=O)N[C@@H](C(C)C)C(=O)O[C@@H]1[C@H](O[C@]([C@@H]1O)(C1=CC=C2C(=NC=NN21)NC([C@@H](C(C)C)C)=O)C#N)COC(CC2=CC=CC=C2)=O